ClC=1C=C(C=CC1F)NC(N(C1=CC=C(C=C1)OC)CC1=CC(=NN1C)C)=O (3-Chloro-4-fluorophenyl)-1-((1,3-dimethyl-1H-pyrazol-5-yl)methyl)-1-(4-methoxyphenyl)urea